CC1=NN=C2N1CC[C@@H](C2)CC2CC21NCCC(C1)C(=O)N (((S)-3-methyl-5,6,7,8-tetrahydro-[1,2,4]triazolo[4,3-a]pyridin-7-yl)methyl)-4-azaspiro[2.5]octane-7-carboxamide